O1CCN(CC1)C=1NC=CC1[N+](=O)[O-] morpholino-3-nitropyrrole